4-((1r,3r)-3-fluorocyclobutoxy)quinoline-2-carboxylic acid FC1CC(C1)OC1=CC(=NC2=CC=CC=C12)C(=O)O